N-(2-(2-((4-morpholinylphenyl)amino)quinazolin-8-yl)pyridin-4-yl)acetamide N1(CCOCC1)C1=CC=C(C=C1)NC1=NC2=C(C=CC=C2C=N1)C1=NC=CC(=C1)NC(C)=O